ClC=1C(=C2C=3C(=C4C(=NC3C1)C1=CC3=C(C(N1C4)=O)COC([C@]3(O)CC)=O)[C@H](CC2)NC[C@H](C)O)C (2S)-N-((1S,9S)-5-chloro-9-ethyl-9-hydroxy-4-methyl-10,13-dioxo-2,3,9,10,13,15-hexahydro-1H,12H-benzo[de]pyrano[3',4':6,7]indolizino[1,2-b]quinolin-1-yl)-2-hydroxypropylamine